(S)-5-(((R)-6-(2-chloro-3-fluorophenyl)-5-(methoxycarbonyl)-2-(thiazol-2-yl)-3,6-dihydropyrimidin-4-yl)methyl)-5-azaspiro[2.4]heptane-6-carboxylic acid ClC1=C(C=CC=C1F)[C@H]1C(=C(NC(=N1)C=1SC=CN1)CN1CC2(CC2)C[C@H]1C(=O)O)C(=O)OC